2-(2-benzyl-2H-indazol-6-yloxy)-pyrido[3,4-d]pyrimidine-4-ol C(C1=CC=CC=C1)N1N=C2C=C(C=CC2=C1)OC=1N=C(C2=C(N1)C=NC=C2)O